C(C)N(C(=O)N(C)C)C1=CC=CC=C1 N-ethylphenyl-N',N'-dimethylurea